The molecule is a member of the class of imidazopyrazines that is imidazo[1,5-a]pyrazin-8-amine carrying additional 2-phenylquinolin-7-yl and 3-(4-methylpiperazin-1-yl)cyclobutyl groups at positions 1 and 3 respectively. It is an inhibitor of insulin growth factor 1 receptor (IGF-1 receptor, IGFR1R) tyrosine kinase. It has a role as an insulin-like growth factor receptor 1 antagonist and an EC 2.7.10.1 (receptor protein-tyrosine kinase) inhibitor. It is an imidazopyrazine, a member of quinolines, a N-alkylpiperazine, an aromatic amine and a primary amino compound. CN1CCN(CC1)C2CC(C2)C3=NC(=C4N3C=CN=C4N)C5=CC6=C(C=C5)C=CC(=N6)C7=CC=CC=C7